perfluoro(2-hydroxymethyl-2,4-di-n-butyl-1,3-dioxolane) sodium salt [Na].FC1(OC(OC1(F)F)(C(C(C(C(F)(F)F)(F)F)(F)F)(F)F)C(O)(F)F)C(C(C(C(F)(F)F)(F)F)(F)F)(F)F